CNC(=O)C1=CSC=2C1=NC(=CC2C(F)(F)F)N2CCC(CC2)OC(N[C@H](COC(F)(F)F)C)=O [1-[3-(methylcarbamoyl)-7-(trifluoromethyl)thieno[3,2-b]pyridin-5-yl]piperidin-4-yl]N-[(2S)-1-(trifluoromethoxy)propan-2-yl]carbamate